COC1=CC=C(C=C1)C1=NOC(=N1)N1CCC(CC1)C(=O)NC[C@H]1CN(CC1)C[C@@H]1CNCCC1 1-(3-(4-methoxyphenyl)-1,2,4-oxadiazol-5-yl)-N-(((S)-1-(((S)-piperidin-3-yl)methyl)pyrrolidin-3-yl)methyl)piperidine-4-carboxamide